ClC1=NN2C(C(=N1)NC=1N=CN(C1)C1=CC(=C(C(=C1)OC)OC)OC)=CC=C2CNC(C)C 2-chloro-7-((isopropylamino)methyl)-N-(1-(3,4,5-trimethoxyphenyl)-1H-imidazol-4-yl)pyrrolo[2,1-f][1,2,4]triazin-4-amine